CC(C(=O)N[C@@H](CC1=CC=CC=C1)B(O)O)(C(NC1=CC=CC=C1)=O)C (R)-(1-(2,2-dimethyl-3-oxo-3-(phenylamino)propanamido)-2-phenylethyl)boronic acid